6-methyl-3,4-diphenyl-2-naphthol CC=1C=C2C(=C(C(=CC2=CC1)O)C1=CC=CC=C1)C1=CC=CC=C1